(3-(1H-pyrazol-4-yl)bicyclo[1.1.1]pent-1-yl)carbamic acid tert-butyl ester C(C)(C)(C)OC(NC12CC(C1)(C2)C=2C=NNC2)=O